chloro-2-naphthamide ClC1=C(C=CC2=CC=CC=C12)C(=O)N